N-[4-(2,6-dimethylpyridin-4-yl)-7-methoxy-1H-1,3-benzodiazol-2-yl]-2-(morpholin-4-yl)pyridine-4-carboxamide CC1=NC(=CC(=C1)C1=CC=C(C=2NC(=NC21)NC(=O)C2=CC(=NC=C2)N2CCOCC2)OC)C